BrCC(=O)C=1C(=NNC1)N=NC1=NNC=C1 bromoacetyl-azopyrazole